N-(3-fluoro-4-(4-(1-methylpiperidin-4-yl)piperazin-1-yl)phenyl)formamide FC=1C=C(C=CC1N1CCN(CC1)C1CCN(CC1)C)NC=O